tert-butyl (3-(2-(2-(2-(2-((3S,5S)-5-((S)-2-cyano-4,4-difluoropyrrolidine-1-carbonyl)-2-oxopyrrolidin-3-yl) acetyl) isoindoline-5-carboxamido)ethoxy)ethoxy)propanoyl)-L-tyrosinate C(#N)[C@H]1N(CC(C1)(F)F)C(=O)[C@@H]1C[C@H](C(N1)=O)CC(=O)N1CC2=CC=C(C=C2C1)C(=O)NCCOCCOCCC(=O)N[C@@H](CC1=CC=C(C=C1)O)C(=O)OC(C)(C)C